1-((6-fluoropyridin-2-yl)methyl)-2-methoxy-6-(4-methoxy-5H-pyrrolo[3,2-d]pyrimidin-5-yl)-1H-imidazo[4,5-b]pyridine FC1=CC=CC(=N1)CN1C(=NC2=NC=C(C=C21)N2C=CC=1N=CN=C(C12)OC)OC